ethyl 3-(4,5-difluoro-1-tosyl-1H-indol-7-yl)-2-nitropropanoate FC1=C2C=CN(C2=C(C=C1F)CC(C(=O)OCC)[N+](=O)[O-])S(=O)(=O)C1=CC=C(C)C=C1